magnesium calcium barium lead aluminum iron [Fe].[Al].[Pb].[Ba].[Ca].[Mg]